2,2-dimethylpentane-1,5-diol CC(CO)(CCCO)C